N-[3-(4-fluorophenyl)-1-methyl-1H-pyrazol-4-yl]-2-(1H-pyrazol-4-yl)-1,3-thiazole-4-carboxamide FC1=CC=C(C=C1)C1=NN(C=C1NC(=O)C=1N=C(SC1)C=1C=NNC1)C